C(CCCC)OC1=CC2=C(C=CC(O2)=O)C=C1 7-(pentoxy)-2H-1-benzopyran-2-one